ClC=1C(=NC(=NC1)NC1=CC(=CC=C1)N1CCOCC1)OCC1CCN(CC1)C(C(F)F)=O 1-(4-(((5-chloro-2-((3-morpholinophenyl)amino)pyrimidin-4-yl)oxy)methyl)piperidin-1-yl)-2,2-difluoroethan-1-one